5-bromo-3-methylisobenzofuran-1(3H)-one BrC=1C=C2C(OC(C2=CC1)=O)C